(S)-tert-butyl-2-((4-((4-(trifluoromethyl)benzyl)oxy)benzyl)carbamoyl)pyrrolidine-1-carboxylate C(C)(C)(C)OC(=O)N1[C@@H](CCC1)C(NCC1=CC=C(C=C1)OCC1=CC=C(C=C1)C(F)(F)F)=O